ClC1=CC=C(C=C1)C=1N(C(C2=C(N1)C(=NC=C2)C=2C=NC=CC2)=O)C2CCN(CC2)S(=O)(=O)C (4-chlorophenyl)-3-(1-(methylsulfonyl)piperidin-4-yl)-8-(pyridin-3-yl)pyrido[3,4-d]pyrimidin-4(3H)-one